chloro-7-((2-methyl-1H-benzo[d]imidazol-6-yl)oxy)-2-(1-(2-(oxetan-3-yl)-2-azabicyclo[2.2.1]heptan-5-yl)-1H-pyrazol-4-yl)quinoxaline ClC=1C(=NC2=CC(=CC=C2N1)OC=1C=CC2=C(NC(=N2)C)C1)C=1C=NN(C1)C1C2CN(C(C1)C2)C2COC2